ClC1=CC=C(OC(C(=O)N2CCC(CC2)CCCNS(=O)(=O)C=C)(C)C)C=C1 N-(3-(1-(2-(4-chlorophenoxy)-2-methylpropanoyl)piperidin-4-yl)propyl)ethenesulfonamide